tert-butyl (2S,4S)-2-(2-((tert-butyldimethylsilyl)oxy)ethyl)-4-(8-chloro-7-(8-cyanonaphthalen-1-yl)-6-fluoro-4-(methylthio)-1H-pyrazolo[4,3-c]quinolin-1-yl)piperidine-1-carboxylate [Si](C)(C)(C(C)(C)C)OCC[C@H]1N(CC[C@@H](C1)N1N=CC=2C(=NC=3C(=C(C(=CC3C21)Cl)C2=CC=CC1=CC=CC(=C21)C#N)F)SC)C(=O)OC(C)(C)C